tetramethoxytin(IV) CO[Sn](OC)(OC)OC